2-((3-chloro-2-fluoro-4-(4-hydroxy-3-isopropylbenzyl)-5-methylbenzyl)thio)-N-methylacetamide ClC=1C(=C(CSCC(=O)NC)C=C(C1CC1=CC(=C(C=C1)O)C(C)C)C)F